(R)-N-(2-(4-Cyanothiazolidin-3-yl)-2-oxoethyl)-6-(4,4-difluoropiperidin-1-yl)-quinoline-4-carboxamide C(#N)[C@H]1N(CSC1)C(CNC(=O)C1=CC=NC2=CC=C(C=C12)N1CCC(CC1)(F)F)=O